C(C)(C)(C)C=1C(C(=CCC1)C(C)(C)C)=O 2,6-di-tert-butyl-2,5-cyclohexadien-1-one